OC(C)(C)C=1OC(=C(N1)C(F)(F)F)C(=O)N1[C@@H](C2=C(CC1)NC=N2)C2=NN1C(C=CC=C1)=C2 (S)-(2-(2-hydroxypropan-2-yl)-4-(trifluoromethyl)oxazol-5-yl)(4-(pyrazolo[1,5-a]pyridin-2-yl)-6,7-dihydro-1H-imidazo[4,5-c]pyridin-5(4H)-yl)methanone